6-(tert-butyl)-10-((1-cyanocyclopropyl)methoxy)-2-oxo-6,7-dihydro-2H-pyrido[2',1':3,4]pyrazino[1,2-b]indazole-3-carboxylic acid C(C)(C)(C)C1N2C(C=3N(N=C4C(=CC=CC34)OCC3(CC3)C#N)C1)=CC(C(=C2)C(=O)O)=O